(1RS,2SR,6RS,7RS,8SR)-tricyclo[5.2.1.0~2,6~]dec-4-en-8-yl 2-methylpropanoate CC(C(=O)O[C@@H]1[C@H]2[C@@H]3C=CC[C@H]3[C@@H](C1)C2)C |r|